ClC1=C(C=CC(=C1)S(=O)(=O)C)C=1C=NC(=NC1)C1CN(C1)C(=O)OC(C)(C)C tert-Butyl 3-[5-(2-chloro-4-methylsulfonyl-phenyl)pyrimidin-2-yl]azetidine-1-carboxylate